O=C1NC(CCC1N1C(C2=CC(=C(C=C2C1=O)N1C=CN=CC=C1)F)=O)=O 6-(2-(2,6-dioxopiperidin-3-yl)-6-fluoro-1,3-dioxoisoindoline-5-yl)-3,6-diazepine